1-(5-(5-(7-azaspiro[3.5]nonan-2-yl)-1,3,4-thiadiazol-2-yl)-4-(methylamino)pyridin-2-yl)-1H-pyrrolo[2,3-b]pyridine-5-carbonitrile C1C(CC12CCNCC2)C2=NN=C(S2)C=2C(=CC(=NC2)N2C=CC=1C2=NC=C(C1)C#N)NC